2-(7-fluoro-1H-indol-3-yl)-2-phenyl-indol-3-one FC=1C=CC=C2C(=CNC12)C1(NC2=CC=CC=C2C1=O)C1=CC=CC=C1